2-(((tert-butyldimethylsilyl)oxy)methyl)-7-(1-(5-(tert-butylsulfonyl)-5-azaspiro[3.4]octan-7-yl)-6-chloro-1,2,3,4-tetrahydroquinolin-8-yl)thieno[3,2-b]pyridine [Si](C)(C)(C(C)(C)C)OCC1=CC2=NC=CC(=C2S1)C=1C=C(C=C2CCCN(C12)C1CN(C2(CCC2)C1)S(=O)(=O)C(C)(C)C)Cl